N[C@@H](C(=O)O)CCCCCC |r| D,L-α-amino-caprylic acid